3-[(3-chloro-2-methoxyphenyl)amino]-2-(3-{[2-methyl-1-(prop-2-enoyl)azetidin-2-yl]methoxy}pyridin-4-yl)-1H,5H,6H,7H-pyrrolo[3,2-c]pyridin-4-one ClC=1C(=C(C=CC1)NC1=C(NC2=C1C(NCC2)=O)C2=C(C=NC=C2)OCC2(N(CC2)C(C=C)=O)C)OC